CN1N=C(C2=CC=C(C=C12)N1CCNCC1)C1C(NC(CC1)=O)=O 3-(1-Methyl-6-(piperazin-1-yl)-1H-indazol-3-yl)piperidine-2,6-dione